C(C)OC1=CN=CC(=N1)C=1C=C(C(=NC1)NC(C(C)(C1=NC(=NC=C1)NS(=O)(=O)C)C)=O)F N-(5-(6-ethoxypyrazin-2-yl)-3-fluoropyridin-2-yl)-2-methyl-2-(2-(methylsulfonamido)pyrimidin-4-yl)propanamide